COCCC1=NC(=NO1)C=1C=C2CC[C@H](C2=CC1)NC(=O)C=1C=NN(C1)C N-{(1R)-5-[5-(2-Methoxyethyl)(1,2,4-oxadiazol-3-yl)]indanyl}(1-methylpyrazol-4-yl)carboxamid